C(C1=CC=CC=C1)(C1=CC=CC=C1)N1CC(N(C(C1)C)CC=1C=C2CN(C(C2=CC1)=O)N1C(NC(CC1)=O)=O)C 1-(5-((4-benzhydryl-2,6-dimethylpiperazin-1-yl)methyl)-1-oxoisoindolin-2-yl)dihydropyrimidine-2,4(1h,3h)-dione